(R)-N-((S)-1-((2S,4R)-4-hydroxy-2-((4-(4-methylthiazol-5-yl)benzyl)carbamoyl)pyrrolidin-1-yl)-3,3-dimethyl-1-oxobutan-2-yl)-4-(2-methoxyethyl)morpholine-3-carboxamide O[C@@H]1C[C@H](N(C1)C([C@H](C(C)(C)C)NC(=O)[C@@H]1N(CCOC1)CCOC)=O)C(NCC1=CC=C(C=C1)C1=C(N=CS1)C)=O